1-butyl-2,2-dimethoxypyrrolidine C(CCC)N1C(CCC1)(OC)OC